CC1=CC=CC(=N1)C1=NC=2N(C(=C1)NC1=CC=NC=C1)N=CC2 5-(6-methylpyridin-2-yl)-N-(pyridin-4-yl)pyrazolo[1,5-a]pyrimidin-7-amine